COC(CCC1=C2NC(=C1C)C=C1C(=C(C(=N1)C(=C1C(=C(C(N1)=CC=1C(=C(C(N1)=C2)CCC(=O)OC)C)C)C)C2=CC=C(C=C2)O)C)C)=O Dimethyl-3,3'-(10-(4-hydroxyphenyl)-3,7,8,12,13,17-hexa-methyl porphyrin-2,18-diyl)dipropionate